C1(=CC=CC=C1)N(C1=NC=C(C=N1)NC(CS)=O)C1=CC=CC=C1 N-(2-(diphenylamino)pyrimidin-5-yl)-2-mercaptoacetamide